FC1=C2C(=C(C=3N=C(NC31)C(C)(C)O)F)CC(C2)CN2CCC3(CN(C(O3)=O)C3=NC1=C(OCC(N1)=O)N=C3)CC2 6-[8-[[4,8-difluoro-2-(1-hydroxy-1-methyl-ethyl)-3,5,6,7-tetrahydrocyclopenta[f]benzimidazol-6-yl]methyl]-2-oxo-1-oxa-3,8-diazaspiro[4.5]decan-3-yl]-4H-pyrazino[2,3-b][1,4]oxazin-3-one